C1(=CC=CC=C1)C1(CC1)NC(=O)C=1C=2C[C@@H]3[C@H](C2N(N1)CC(C)(C)O)C3 (1aR,5aR)-2-(2-Hydroxy-2-methyl-propyl)-1a,2,5,5a-tetrahydro-1H-2,3-diaza-cyclopropa[a]pentalene-4-carboxylic acid (1-phenyl-cyclopropyl)-amide